C1(=CC=CC=C1)[C@H]1[C@@H](CN(C1)CCOC(F)(F)F)NC(=O)NC1=C2C(=NN1C1=CC=CC=C1)CCC2 1-(trans-4-Phenyl-1-(2-(trifluoromethoxy)ethyl)pyrrolidin-3-yl)-3-(2-phenyl-2,4,5,6-tetrahydrocyclopenta[c]pyrazol-3-yl)urea